2-{[2,6-bis(2,6-diisopropylphenyl)phenyl]-[2-methoxyphenyl]-phosphino}-benzoic acid C(C)(C)C1=C(C(=CC=C1)C(C)C)C1=C(C(=CC=C1)C1=C(C=CC=C1C(C)C)C(C)C)P(C1=C(C(=O)O)C=CC=C1)C1=C(C=CC=C1)OC